C(CCC)OC1=CC(=C(CCN2[C@H]([C@H]([C@@H]([C@H](C2)O)O)O)CO)C(=C1)F)F (2S,3R,4R,5S)-1-(4-butoxy-2,6-difluorophenethyl)-2-(hydroxymethyl)piperidine-3,4,5-triol